3-[(1R)-1-(2-Ethylsulfanyl-3,6-dimethyl-4-oxo-chromen-8-yl)ethoxy]-6-fluoro-pyridine-2-carbonitrile C(C)SC=1OC2=C(C=C(C=C2C(C1C)=O)C)[C@@H](C)OC=1C(=NC(=CC1)F)C#N